OC1=C(C=C(C=C1C(C)(C1=CC=CC=C1)C)C(CC(C)(C)C)(C)C)N1N=C2C(=N1)C=CC=C2 2-(2'-hydroxy-3'-(1-methyl-1-phenyl-ethyl)-5'-(1,1,3,3-tetramethylbutyl)-phenyl)benzotriazole